2-(isoxazol-3-yl)acethydrazide O1N=C(C=C1)CC(=O)NN